FC=1C=CC=2C=3N(C(=NC2C1)N[C@H]1C(NCCCC1)=O)N=C(N3)C3=CC(=CC=C3)OC (3R)-3-{[8-fluoro-2-(3-methoxyphenyl)[1,2,4]triazolo[1,5-c]quinazolin-5-yl]amino}azepan-2-one